O=C(C)[C@H]1CC[C@H]2[C@@H]3CC[C@@H]4C[C@H](CC[C@]4(C)[C@H]3CC[C@]12C)C(C(=O)O)CC 20-oxo-5β-pregnane-3β-yl-butanoic acid